(R)-5-(3-ethyl-2-methyl-3H-imidazo[4,5-b]pyridin-5-yl)-N-(1,1,1-trifluoropropan-2-yl)pyrrolo[2,1-f][1,2,4]triazin-2-amine C(C)N1C(=NC=2C1=NC(=CC2)C=2C=CN1N=C(N=CC12)N[C@@H](C(F)(F)F)C)C